C(CCCCCCC\C=C/CCCCCCCC)(=O)OCC(COC(CCCCCCC\C=C/CCCCCCCC)=O)(COC(CCCCCCC\C=C/CCCCCCCC)=O)NC(CCN(CC1=CC=NC=C1)C)=O 2-(3-(methyl(pyridin-4-ylmethyl)amino)propanamido)-2-((oleoyloxy)methyl)propane-1,3-diyl dioleate